C(C)N(C(C1=C(C=CC(=C1)F)OC=1C(=NC=NC1)N1CC=2CN(CC2C1)CC1CCNCC1)=O)C(C)C N-ethyl-5-fluoro-N-isopropyl-2-((4-(5-(piperidin-4-ylmethyl)-3,4,5,6-tetrahydropyrrolo[3,4-c]pyrrol-2(1H)-yl)pyrimidin-5-yl)oxy)benzamide